3-chloro-N-isobutyl-7-(methanesulfonamido)-8,9-dihydro-7H-cyclopenta[h]isoquinoline-5-sulfonamide ClC=1N=CC=2C3=C(C=C(C2C1)S(=O)(=O)NCC(C)C)C(CC3)NS(=O)(=O)C